methyl 4-amino-3-(2-methoxyethoxy)-5-nitrobenzoate NC1=C(C=C(C(=O)OC)C=C1[N+](=O)[O-])OCCOC